CN(C=1C=C(C=CC1)C1=CC=C(C=C1)NC(C)=O)C1=NC=2N(C3=CC(=CC=C13)C=C)C=NN2 N-(3'-(Methyl(8-vinyl-[1,2,4]triazolo[4,3-a]quinazolin-5-yl)amino)-[1,1'-biphenyl]-4-yl)acetamide